C(CCCCCCC)C(CC(=O)OCCCCC(OC(NCCNCCN(C)C)=O)CCCCOC(CC(CCCCCCCC)CCCCCCCC)=O)CCCCCCCC 14-methyl-5-{4-[(3-octyl-1-oxoundecyl) oxy] butyl}-7-oxo-6-oxa-8,11,14-triazapentadec-1-yl 3-octylundecanoate